(4-[[(2r,6r)-2,6-dimethylmorpholin-4-yl]methyl]phenyl)-4-[(3S)-piperidin-3-ylamino]pyrido[3,2-d]pyrimidine-8-carboxamide C[C@@H]1CN(C[C@H](O1)C)CC1=CC=C(C=C1)C=1N=C(C2=C(N1)C(=CC=N2)C(=O)N)N[C@@H]2CNCCC2